N(=[N+]=[N-])CCCCCCCCCCCCC=1C=C2C(N(C(C2=CC1)=O)C1C(NC(CC1)=O)=O)=O 5-(12-azidododecyl)-2-(2,6-dioxo-3-piperidyl)isoindoline-1,3-dione